(1R,3R)-2-[(3,3-difluorocyclobutyl)methyl]-1-[2,6-difluoro-4-[2-[3-(fluoromethyl)azetidin-1-yl]ethoxy]phenyl]-3-methyl-1,3,4,9-tetrahydropyrido[3,4-b]indole FC1(CC(C1)CN1[C@@H](C=2NC3=CC=CC=C3C2C[C@H]1C)C1=C(C=C(C=C1F)OCCN1CC(C1)CF)F)F